bromo-9-chloro-1,2,3,4-tetrahydroacridine BrC1CCCC2=NC3=CC=CC=C3C(=C12)Cl